BrC=1C=2N=CC=CC2N2C[C@@H](NC(C12)=O)C (12S)-8-bromo-12-methyl-1,6,11-triazatricyclo[7.4.0.02,7]trideca-2(7),3,5,8-tetraen-10-one